OCCCN1C=CC(C2=CC=C(C=C12)C=1C(=NC=CC1)OC1=CC=C(C=C1)S(F)(F)(F)(F)F)=O (3-Hydroxypropyl)-7-(2-(4-(pentafluoro-λ6-sulfaneyl)phenoxy)pyridin-3-yl)quinolin-4(1H)-one